benzyl-4-(pyrrolidin-1-yl)-1,3-dihydro-2H-benzo[D]imidazol-2-one C(C1=CC=CC=C1)N1C(NC2=C1C=CC=C2N2CCCC2)=O